COC1=CC=C(C=C1)C1(C=CC2=C(O1)C1=CC=CC=C1C(=C2C(=O)OCCO)C2=CC=CC=C2)C2=CC=C(C=C2)OC 2,2-di(4-methoxyphenyl)-5-(2-hydroxyethoxy)carbonyl-6-phenyl-2H-naphtho[1,2-b]pyran